NC1=C(N(C)C(CCC(=O)OCC)=O)C=CC(=C1)Br ethyl 4-(2-amino-4-bromo-N-methyl-anilino)-4-oxo-butyrate